COC1=NC=C(C(=O)O)C=C1 6-methoxynicotinic acid